FC1=CC2=C(N(C(C(N2C)=O)=O)C2CCNCC2)N=C1 7-fluoro-1-methyl-4-(piperidin-4-yl)-1,4-dihydropyrido[2,3-b]Pyrazine-2,3-dione